2-[6-[3-(Difluoromethyl)-4-fluoro-phenyl]pyrazolo[4,3-b]pyridin-1-yl]-1-(3-oxa-6-azaspiro[3.3]heptan-6-yl)ethanone FC(C=1C=C(C=CC1F)C=1C=C2C(=NC1)C=NN2CC(=O)N2CC1(OCC1)C2)F